C1(=CC=CC=C1)C1=C(C2=C(SC3=C2C=CC=C3)C=C1)C1=CC=CC=C1C1=CC=CC=3C2=CC=CC=C2C2=CC=CC=C2C13 6-(phenyldibenzothiophenyl)(triphenyleneyl)benzene